2-Amino-3-(1,2-dihydro-2-oxoquinolin-4-yl)propionic acid hydrochloride Cl.NC(C(=O)O)CC1=CC(NC2=CC=CC=C12)=O